3,4,6-naphthalenetricarboxylic acid C1=CC(=C(C2=CC(=CC=C12)C(=O)O)C(=O)O)C(=O)O